C1CC12CN(C2)C2=CC=CC(=N2)C 6-{5-Azaspiro[2.3]hexan-5-yl}-2-methylpyridin